1-(5,5-dimethyl-5,6-dihydro-4H-pyrrolo[1,2-b]pyrazol-3-yl)cyclopropane-1-carboxylic acid CC1(CC=2N(N=CC2C2(CC2)C(=O)O)C1)C